C(CCC)NC(COC1=C(C(=CC=C1)Cl)C=O)=O N-BUTYL-2-(3-CHLORO-2-FORMYLPHENOXY)ACETAMIDE